CC1=CC(=NC(=N1)OCC12OCC(C1)(C2)C)N2CC1(C=3C=NC(=CC32)NC(C)=O)CC1 N-(1'-(6-methyl-2-(((1s,4s)-4-methyl-2-oxabicyclo[2.1.1]hexan-1-yl)methoxy)pyrimidin-4-yl)-1',2'-dihydrospiro[cyclopropane-1,3'-pyrrolo[3,2-c]pyridin]-6'-yl)acetamide